6-isopropyl-2-(1,4-dioxaspiro[4.5]dec-8-yl)-4H-pyrrolo[3,2-d]thiazole-4-carboxylic acid tert-butyl ester C(C)(C)(C)OC(=O)N1C=C(C=2N=C(SC21)C2CCC1(OCCO1)CC2)C(C)C